COC1CNCCC1C1C[C@H]2CC[C@@H](C1)N2C(=O)OCCCC butyl (1R,3s,5S)-3-(3-methoxypiperidin-4-yl)-8-azabicyclo[3.2.1]octane-8-carboxylate